N-{(3R,4S)-4-fluoro-4-methyl-1-[(5S)-5-(2',3,5,6'-tetrafluoro[1,1'-biphenyl]-2-yl)-4,5-dihydro-1,2-oxazol-3-yl]pyrrolidin-3-yl}methanesulfonamide F[C@@]1([C@@H](CN(C1)C1=NO[C@@H](C1)C1=C(C=C(C=C1F)F)C1=C(C=CC=C1F)F)NS(=O)(=O)C)C